ClC1=NC=C(C(=N1)NCC1=C(C(=CC=C1)F)Cl)C(=O)N 2-chloro-4-[(2-chloro-3-fluorobenzyl)amino]pyrimidin-5-carboxamide